C(C1=CC=CC=C1)OC(=O)N1CC(CC1)(O)C1=CC=C(C=C1)Cl 3-(4-chlorophenyl)-3-hydroxypyrrolidine-1-carboxylic acid benzyl ester